BrN1C(=O)N(C(=O)C1(C)C(C)CC)Br 1,3-dibromo-5-sec-butyl-5-methylhydantoin